ClC1=NC(=NC(=C1C)C1=C(C=CC=C1C)CC(C)(C)C)N 4-chloro-6-[2-(2,2-dimethylpropyl)-6-methyl-phenyl]-5-methyl-pyrimidin-2-amine